tert-butyl N-[5-[1-[4-[3-[(4-methoxyphenyl)methyl]-2,4-dioxo-hexahydropyrimidin-1-yl]phenyl]-4-piperidyl]pentyl]carbamate COC1=CC=C(C=C1)CN1C(N(CCC1=O)C1=CC=C(C=C1)N1CCC(CC1)CCCCCNC(OC(C)(C)C)=O)=O